S1C(=NC2=C1C=CC=C2)C(CC2=CC(=CC=C2)C(N)=N)NS(=O)(=O)C=2C=C(C=CC2)NC(=O)C2CNC2 N-[3-[[1-(1,3-benzothiazol-2-yl)-2-(3-carbamimidoylphenyl)ethyl]sulfamoyl]phenyl]azetidine-3-carboxamide